((S)-2-((S)-1-(4-fluorophenyl)-3,4-dihydroisoquinolin-2(1H)-yl)-4,5-dihydrooxazol-5-yl)azetidine-1-carboxylate FC1=CC=C(C=C1)[C@@H]1N(CCC2=CC=CC=C12)C=1O[C@H](CN1)OC(=O)N1CCC1